C(C)N(C(=O)[C@H]1CN(C)[C@@H]2CC3=CN(C4=CC=CC(C2=C1)=C34)C(CC[Si](C)(C)C)=O)CC 1-(trimethylsilyl-propionyl)-lysergic acid diethylamide